diethyl 2,4,6-trimethylphenylbenzoylphosphonate CC1=C(C(=CC(=C1)C)C)C1=C(C(=O)P(OCC)(OCC)=O)C=CC=C1